3,6-difluoro-2-(1H-pyrazol-3-yl)pyridine FC=1C(=NC(=CC1)F)C1=NNC=C1